(S)-3-(3-fluoro-4-hydroxyphenyl)-3-(1-oxo-7-(2-(5,6,7,8-tetrahydro-1,8-naphthyridin-2-yl)ethyl)-3,4-dihydropyrrolo[1,2-a]pyrazin-2(1H)-yl)propionic acid FC=1C=C(C=CC1O)[C@H](CC(=O)O)N1C(C=2N(CC1)C=C(C2)CCC2=NC=1NCCCC1C=C2)=O